2-(4-(2,6-dioxopiperidin-3-yl)-1,3-dioxoisoindolin-5-yl)piperazine O=C1NC(CCC1C1=C2C(NC(C2=CC=C1C1NCCNC1)=O)=O)=O